C(C)(CC)NC1=CC=C(C=C1)CC1=CC=C(C=C1)NC(C)CC N-secbutyl-4-[[4-(sec-butylamino)phenyl]methyl]aniline